N1N=CC(=C1)C1=CC2=C(N(C=N2)C2=CC=C(C=C2)CC(=O)NC2=C(C(=NO2)C)C#N)C=C1 2-(4-(5-(1H-pyrazol-4-yl)-1H-benzo[d]imidazol-1-yl)phenyl)-N-(4-cyano-3-Methylisoxazol-5-yl)acetamide